ClC=1C(=NOC1[C@H](C(=O)N1[C@@H](C[C@H](C1)O)C(=O)N[C@@H](C)C1=CC=C(C=C1)C1=C(N=CS1)C)C(C)C)OCC=O (2S,4R)-1-((R)-2-(4-chloro-3-(2-oxoethoxy)isoxazol-5-yl)-3-methylbutanoyl)-4-hydroxy-N-((S)-1-(4-(4-methylthiazol-5-yl)phenyl)ethyl)pyrrolidine-2-carboxamide